N1C(=NC2=C1C=CC=C2)N2C[C@H]([C@@H](CC2)F)NC(OC(C)(C)C)=O tert-Butyl ((3R,4R)-1-(1H-benzo[d]imidazol-2-yl)-4-fluoropiperidin-3-yl)carbamate